2-(4-((4-(ethoxymethyl)-4-phenethylpiperidin-1-yl)methyl)phenyl)acetic acid C(C)OCC1(CCN(CC1)CC1=CC=C(C=C1)CC(=O)O)CCC1=CC=CC=C1